3-(5-(((1R,2S)-2-(4-hydroxy-4-methylpiperidin-1-yl)cyclopentyl)oxy)-1-oxoisoindolin-2-yl)piperidine-2,6-dione OC1(CCN(CC1)[C@@H]1[C@@H](CCC1)OC=1C=C2CN(C(C2=CC1)=O)C1C(NC(CC1)=O)=O)C